CC1OCCC2=C1NC(C1=C2C=C(S1)C=1C=NNC1)=O 4-methyl-8-(1H-pyrazol-4-yl)-1,5-dihydro-2H-pyrano[3,4-b]thieno[3,2-d]pyridin-6(4H)-one